ClC=1C(=NC(=NC1)N[C@H]1C2=C(N(CC1)S(=O)(=O)C)C=NN2)C=2C=C(C1=C(N(C(=N1)C(C)(C)O)C(C)C)C2)F (R)-2-(6-(5-chloro-2-((4-(methylsulfonyl)-4,5,6,7-tetrahydro-1H-pyrazolo[4,3-b]pyridin-7-yl)amino)pyrimidin-4-yl)-4-fluoro-1-isopropyl-1H-benzo[d]imidazol-2-yl)propan-2-ol